FC(C(=O)O)(F)F.NC1CCN(CC1)CC(COC1=CC(=C(C=C1)Cl)F)=O 1-(4-aminopiperidin-1-yl)-3-(4-chloro-3-fluorophenoxy)propan-2-al trifluoroacetate salt